5-iodopyridin IC=1C=CC=NC1